3-(5-Chloro-4-((2-(3,3-dimethylbutyl)-2,6-diazaspiro[3.4]octan-6-yl)methyl)-1-methyl-1H-pyrazol-3-yl)-5-methylisoxazole ClC1=C(C(=NN1C)C1=NOC(=C1)C)CN1CC2(CN(C2)CCC(C)(C)C)CC1